FC=1C(=C(C=CC1)C1CCN(CC1)[C@H]1CC2(CNC2)CC1)OC1COC1 (R)-6-(4-(3-fluoro-2-(oxetan-3-yloxy)phenyl)piperidin-1-yl)-2-azaspiro[3.4]Octane